(S)-5-((4-((2-hydroxy-1-phenylethyl)amino)-5-(3-methyl-1,2,4-oxadiazol-5-yl)pyrimidin-2-yl)amino)-2,3,3-trimethylisoindolin-1-one OC[C@H](C1=CC=CC=C1)NC1=NC(=NC=C1C1=NC(=NO1)C)NC=1C=C2C(N(C(C2=CC1)=O)C)(C)C